N1C=C(C2=CC=CC=C12)CCC1N(CCC2=CC(=C(C=C12)OC)OC)C(C(F)(F)F)=O 1-(1-(2-(1H-indol-3-yl)ethyl)-6,7-dimethoxy-3,4-dihydroisoquinoline-2(1H)-yl)-2,2,2-trifluoroethane-1-one